N[C@@H](CO)[C@@H](CCCCCCCCCCCCCCCCC)O (2S,3R)-2-amino-1,3-eicosanediol